3-formyl-L-threonine benzyl ester C(C1=CC=CC=C1)OC([C@@H](N)[C@](O)(C)C=O)=O